3-(3-methoxyphenyl)acrylamide COC=1C=C(C=CC1)C=CC(=O)N